Methyl 3-fluoro-4-[(7-hydroxy-4-methyl-2-oxo-chromen-3-yl)methyl]pyridine-2-carboxylate FC=1C(=NC=CC1CC=1C(OC2=CC(=CC=C2C1C)O)=O)C(=O)OC